C(#N)C1=C2CCNCC2=CC=C1CC(=O)OC(C)(C)C tert-butyl 2-(5-cyano-1,2,3,4-tetrahydroisoquinolin-6-yl)acetate